NN1CCC(CC1)C(=O)NC1=NC2=CC=C(C=C2C=C1)Cl 1-amino-N-(6-chloroquinolin-2-yl)piperidine-4-carboxamide